(3-(3-methylpyridin-2-yl)-5-(3-(4-(trifluoromethyl)phenyl)-1H-indazol-1-yl)phenyl)acrylamide CC=1C(=NC=CC1)C=1C=C(C=C(C1)N1N=C(C2=CC=CC=C12)C1=CC=C(C=C1)C(F)(F)F)C(C(=O)N)=C